C[C@]12CC3(CC(C[C@@](C1)(C3)C)C2)NC(=O)NC2=CC=C(C=C2)C(=O)N2CCN(CC2)S(=O)(=O)C 1-[(1r,3R,5S,7r)-3,5-dimethyladamantan-1-yl]-3-{4-[4-(methylsulfonyl)piperazine-1-Carbonyl]phenyl}urea